4-[(3S)-3-[(1-methanesulfonylpyrrol-3-yl)formamido]-3-[(4-phenyl-1,3-thiazol-2-yl)carbamoyl]propoxy]but-2-enoate CS(=O)(=O)N1C=C(C=C1)C(=O)N[C@@H](CCOCC=CC(=O)[O-])C(NC=1SC=C(N1)C1=CC=CC=C1)=O